C(C)N1C2=CC=CC=C2C=2C=C(C=CC12)N1N=NC(=C1C1=CC=CC=C1)C(O)C1=CC=C(C=C1)C (1-(9-ethyl-9H-carbazol-3-yl)-5-phenyl-1H-1,2,3-triazol-4-yl)(p-tolyl)methanol